ClCN(CC(=O)O)C(=O)OC(C)(C)C chloromethyl-N-bocglycine